NCC=1C=C(C=CC1)C1CCN(CC1)C(=O)C1=CC=CC2=C1C=CO2 (4-(3-(aminomethyl)phenyl)piperidin-1-yl)(benzofuran-4-yl)methanone